NC1=NC=CC(=C1)C=1C=C2C=CN(C(C2=CC1)=O)CC=1C=C(C(=O)NC2CCC(CC2)O)C=CC1 3-((6-(2-Aminopyridin-4-yl)-1-oxoisoquinolin-2(1H)-yl)methyl)-N-((1S,4S)-4-hydroxycyclohexyl)benzamide